2,3-dicyclopentyl-2-cyanosuccinic acid-1-ethyl-4-n-butyl ester C(C)CCCCOC(C(C(C(=O)O)C1CCCC1)(C#N)C1CCCC1)=O